C1(NCCCCO1)=O azacaprolactone